C[C@H]1[C@H]([C@H]([C@@H]([C@H](O1)O[C@H]2[C@H]([C@H](OC([C@@H]2O)O)CO)O)O)O)O The molecule is a glycosylgalactose consisting of beta-L-fucopyranose and D-galactopyranose residues joined in sequence by a (1->3) glycosidic bond. It derives from a beta-L-fucose and a D-galactopyranose.